CN1C=NC(=C1)C=1C=C(C=CC1NC1=NC=C(C=C1)C(F)(F)F)C(C(=O)N)=C [3-(1-methylimidazol-4-yl)-4-[[5-(trifluoromethyl)-2-pyridyl]amino]phenyl]prop-2-enamide